BrC1=CC(=C(S1)C)C1CC(NCC1)C1=CC=C(C=C1)C(=O)OC 4-(5-bromo-2-methylthiophen-3-yl)-2-(4-(methoxycarbonyl)phenyl)piperidine